N1(CCCCC1)C(C(Br)(F)F)=O 1-(piperidin-1-yl)-2,2-difluoro-2-bromoethan-1-one